O[C@@]1(C(N(CC1)C)=O)C1=CC(=CC=C1)C=1N=C(SC1)C1=CN(C2=C1C=C(N=C2)C)S(=O)(=O)C2=CC=C(C)C=C2 (R)-3-hydroxy-1-methyl-3-(3-(2-(5-methyl-1-tosyl-1H-pyrrolo[3,2-d]pyridin-3-yl)thiazol-4-yl)phenyl)pyrrolidin-2-one